8-bromo-4-(2-methoxy-5-methylphenyl)-2-methyl-2,5-dihydro-1,4-benzoxazepin-3-one BrC1=CC2=C(CN(C(C(O2)C)=O)C2=C(C=CC(=C2)C)OC)C=C1